NC=1N=C(SC1C(C1=CC=CC=C1)=O)N(C1=CC=CC=C1)C(C(=O)N)CC [(4-Amino-5-benzoyl-1,3-thiazol-2-yl)(phenyl)amino]butanamid